tert-butyl-9-chloro-2,3,4,5-tetrahydro-1,4-benzothiazepine-4-carboxylate C(C)(C)(C)OC(=O)N1CCSC2=C(C1)C=CC=C2Cl